C(C)N(C(=O)C1[C@H]2CN(C[C@@H]12)C1CC2(CN(C2)C2=NC(=NO2)C)CC1)C (1r,5s,6r)-N-ethyl-N-methyl-3-(2-(3-methyl-1,2,4-oxadiazol-5-yl)-2-azaspiro[3.4]oct-6-yl)-3-azabicyclo[3.1.0]hexane-6-carboxamide